6-fluoro-3-(3-(naphthalen-1-yloxy)propyl)-7-(1,3,5-trimethyl-1H-pyrazol-4-yl)-1H-indole-2-carboxylic acid FC1=CC=C2C(=C(NC2=C1C=1C(=NN(C1C)C)C)C(=O)O)CCCOC1=CC=CC2=CC=CC=C12